FC(C(=O)O)(F)F.CS(=O)(=O)N methanesulfonamide trifluoroacetic acid salt